P(=O)(O)(O)C([C@H](N)C(=O)O)C1=CC=C(C=C1)O β-Phosphotyrosine